(S)-6-(6-oxa-1-azaspiro[3.3]heptan-1-ylmethyl)-2-(3-(3-(fluoro(4-methyl-4H-1,2,4-triazol-3-yl)methyl)oxetan-3-yl)phenyl)-4-(trifluoromethyl)isoindolin-1-one N1(CCC12COC2)CC2=CC(=C1CN(C(C1=C2)=O)C2=CC(=CC=C2)C2(COC2)[C@@H](C2=NN=CN2C)F)C(F)(F)F